ClC1=C(OCCCC(=O)OC)C(=CC(=C1)C(C)(C1=CC=C(C=C1)OCC1=NC(=NC=C1)SC)C)C#N methyl 4-[2-chloro-6-cyano-4-[1-methyl-1-[4-[(2-methylsulfanylpyrimidin-4-yl)methoxy]phenyl]ethyl]phenoxy]butanoate